C(\C=C/C(=O)O)(=O)O.C1(=CC=CC=C1)C=1C=NC=CC1 3-phenyl-pyridine maleate